O1C2=C(OCC1)C=C(C=C2)C2N(CCC2)CC2=CC=C(C=C2)N2C(COCC2)=O 4-(4-((2-(2,3-dihydrobenzo[b][1,4]dioxin-6-yl)pyrrolidin-1-yl)methyl)phenyl)morpholin-3-one